dimethyl-4-methoxy-3(2h)-furanone CC1(OC=C(C1=O)OC)C